methylhexadecanediol CC(CCCCCCCCCCCCCCC)(O)O